CN1C=CC2=C1N=CN=C2OC2=CC=C(C=C2)NC(CC=2C=NC(=CC2)C(F)(F)F)=O N-(4-((7-methyl-7H-pyrrolo[2,3-D]pyrimidine-4-yl)oxy)phenyl)-2-(6-(trifluoromethyl)pyridin-3-yl)acetamide